4-hydroxyphenethyl (3R,6S)-6-(4-hydroxybenzyl)-3-isobutyl-4,7-dioxo-8-((S)-1-oxo-1-(phenethylamino)hexan-2-yl)hexahydropyrazino[2,1-c][1,2,4]oxadiazine-1(6H)-carboxylate OC1=CC=C(C[C@H]2C(N(CC3N(O[C@@H](C(N32)=O)CC(C)C)C(=O)OCCC3=CC=C(C=C3)O)[C@H](C(NCCC3=CC=CC=C3)=O)CCCC)=O)C=C1